Methyl 3-[[4-[1-(2,6-dioxo-3-piperidyl)-3-methyl-2-oxo-benzimidazol-5-yl]-1-piperidyl]methyl]cyclobutanecarboxylate O=C1NC(CCC1N1C(N(C2=C1C=CC(=C2)C2CCN(CC2)CC2CC(C2)C(=O)OC)C)=O)=O